2,4-difluoro-benzene FC1=CC=CC(=C1)F